C(C1=CC=CC=C1)N1CC(C(C(C1)(C(=O)OC)C)=O)(C(=O)OC)C Dimethyl 1-benzyl-3,5-dimethyl-4-oxopiperidine-3,5-dicarboxylate